4-(difluoromethyl)-N-[4-fluoro-5-[1-(6-methoxypyrimidin-4-yl)-3,6-dihydro-2H-pyridin-4-yl]-2-[rac-(3R,5S)-3,4,5-trimethylpiperazin-1-yl]phenyl]-6-oxo-1H-pyridine-3-carboxamide FC(C=1C(=CNC(C1)=O)C(=O)NC1=C(C=C(C(=C1)C=1CCN(CC1)C1=NC=NC(=C1)OC)F)N1C[C@H](N([C@H](C1)C)C)C)F |r|